C(CCCCCCCC)OCOCC/C=C/CC[Li] (3E)-6-(nonyloxymethoxy)-3-hexenyllithium